6-(7-cyano-5-fluoro-2-methyl-1H-indol-4-yl)octahydro-1H-pyrrolo[3,4-b]pyridine-1-carboxylic acid tert-butyl ester C(C)(C)(C)OC(=O)N1C2C(CCC1)CN(C2)C2=C1C=C(NC1=C(C=C2F)C#N)C